4-(tert-butoxycarbonyl)piperidinamid C(C)(C)(C)OC(=O)C1CCN(CC1)C(=O)N